benzyl 3-((2,2-dimethoxyethyl)carbamoyl)piperidine-1-carboxylate COC(CNC(=O)C1CN(CCC1)C(=O)OCC1=CC=CC=C1)OC